Cl.COC([C@H](CC1=CC=C(C2=CC=CC=C12)Br)N)=O (S)-2-amino-3-(4-bromonaphthalen-1-yl)propionic acid methyl ester HCl